(S)-10-(fluoromethyl)-3-(5-methyl-2-vinylpyridin-4-yl)-9,10,11,12-tetrahydro-8H-[1,4]diazepino[5',6':4,5]thieno[3,2-f]quinolin-8-one FC[C@H]1NC(C2=C(C=3C=4C=CC(=NC4C=CC3S2)C2=CC(=NC=C2C)C=C)NC1)=O